[OH-].[PH4+].[PH4+].[OH-] bisphosphonium hydroxide